[N-](S(=O)(=O)C(F)(F)F)S(=O)(=O)C(F)(F)F.C(CCC)C(CCCCCP)(CCCC)CCCC tributylhexyl-phosphine bis(trifluoromethanesulfonyl)imide salt